COC(=O)C1=NC=C(C=C1NC1CCC1)C1CC1 methyl-3-(cyclobutylamino)-5-cyclopropylpyridine-2-carboxylate